difluoromonobromomethane FC(Br)F